C(C)(C)N1CCC(CC1)NC1=NC(=NC2=CC(=CC=C12)OC)C#N 4-((1-isopropylpiperidin-4-yl)amino)-7-methoxyquinazoline-2-carbonitrile